NC=1C2=C(N=CN1)N(C(=C2C2=C(C=CC=C2)OC)C#CC2[C@@H]1CN(C[C@H]21)C(\C=C\CN(C)C)=O)C (E)-1-((1R,5S,6s)-6-((4-amino-5-(2-methoxyphenyl)-7-methyl-7H-pyrrolo[2,3-d]pyrimidin-6-yl)ethynyl)-3-azabicyclo[3.1.0]hexan-3-yl)-4-(dimethylamino)but-2-en-1-one